3-oxo-4-(thiophen-2-ylmethyl)-3,4-dihydro-2H-benzo[b][1,4]thiazine-6-carboxylic acid O=C1N(C2=C(SC1)C=CC(=C2)C(=O)O)CC=2SC=CC2